NC1=C(C(=CC(=C1)C(N)=O)C)NC/C=C/CNC(OC(C)(C)C)=O tert-butyl (E)-(4-((2-amino-4-carbamoyl-6-methylphenyl)amino)but-2-en-1-yl)carbamate